CC1=CC=C(C=N1)NCC1=CC=C(C=C1)C=1N(C2=CC=C(C=C2C1)CNC1CCN(CC1)C)CC(F)(F)F 6-methyl-N-(4-(5-(((1-methylpiperidin-4-yl)amino)methyl)-1-(2,2,2-trifluoroethyl)-1H-indol-2-yl)benzyl)pyridin-3-amine